CS(=O)(=O)C=1N=CC2=C(N1)N(C(C(=C2C#C[Si](C(C)C)(C(C)C)C(C)C)C)=O)CC2=CN=CO2 2-Methanesulfonyl-6-methyl-8-(1,3-oxazol-5-ylmethyl)-5-[2-(triisopropylsilyl)ethynyl]pyrido[2,3-d]pyrimidin-7-one